CC1=C(C=CC(=C1)OC1=CC=CC=C1)N1C(NC2=C(SC=3N=CC=C1C32)C(=O)N3C[C@H](CC3)NC)=O (S)-5-(2-methyl-4-phenoxyphenyl)-2-(3-(methylamino)pyrrolidine-1-carbonyl)-3H-1-thia-3,5,8-triazaacenaphthylen-4(5H)-one